3-((2,2-Diethyl-4-(pyridin-2-yl)tetrahydro-2H-pyran-4-yl)oxy)propan-1-ol C(C)C1(OCCC(C1)(C1=NC=CC=C1)OCCCO)CC